(S)-6-(5'-amino-5',6'-dihydrospiro[piperidine-4,4'-pyrrolo[1,2-b]pyrazol]-1-yl)-3-(1-phenylcyclopropyl)-1,5-dihydro-4H-pyrazolo[3,4-d]pyrimidin-4-one N[C@H]1C2(C=3N(N=CC3)C1)CCN(CC2)C=2NC(C1=C(N2)NN=C1C1(CC1)C1=CC=CC=C1)=O